N-(2,2,2-trifluoroethyl)benzamide FC(CNC(C1=CC=CC=C1)=O)(F)F